4-((3R,5S)-3,5-dimethylpiperazin-1-yl)-3-methoxyaniline C[C@@H]1CN(C[C@@H](N1)C)C1=C(C=C(N)C=C1)OC